(E)-2-oxo-6-(phenyldiazenyl)-2H-chromene O=C1OC2=CC=C(C=C2C=C1)\N=N\C1=CC=CC=C1